(S)-N-(5-(cyclopropylmethoxy)pyridin-2-yl)-2-((S)-3-(6-oxo-4-(trifluoromethyl)-1,6-dihydropyridin-3-yl)piperidin-1-yl)propionamide C1(CC1)COC=1C=CC(=NC1)NC([C@H](C)N1C[C@@H](CCC1)C1=CNC(C=C1C(F)(F)F)=O)=O